CC1=C(C=CC=C1NC(=O)C1=CC(=C(C=N1)CNCC(=O)OC)C)C1=C(C(=CC=C1)NC(=O)C1=CC(=C(C=N1)CNCC(=O)OC)C)C dimethyl 2,2'-((((((2,2'-dimethyl-[1,1'-biphenyl]-3,3'-diyl)bis(azanediyl))bis(carbonyl)) bis(4-methylpyridine-6,3-diyl))bis(methylene))bis(azanediyl))diacetate